NCCC[Si](OC)(OC)C 3-aminopropyl-methyldimethoxysilane